5-(4-(difluoromethoxy)styryl)-1H-1,2,3-triazole-4-carboxylic acid FC(OC1=CC=C(C=CC2=C(N=NN2)C(=O)O)C=C1)F